C(C1=CC=CC=C1)NC(N(C1=CC=C(C=C1)C)[C@@H]1CC[C@H](CC1)NC1=NC=C(C=C1)C#N)=O 3-benzyl-1-(trans-4-((5-cyanopyridin-2-yl)amino)-cyclohexyl)-1-(4-methylphenyl)urea